C(#N)[C@H](C[C@H]1C(NCC1)=O)NC(=O)[C@H](CC(C)(C)C)NC(=O)C=1NC2=CC=CC(=C2C1)OC N-[(1S)-1-[[(S)-1-cyano-2-[(3S)-2-oxopyrrolidin-3-yl]ethyl]carbamoyl]-3,3-dimethyl-butyl]-4-methoxy-1H-indole-2-carboxamide